OC=1C(=NC=C(C1C)C=1N=NNN1)C(=O)NCC(=O)OC methyl (3-hydroxy-4-methyl-5-(2H-tetrazol-5-yl)picolinoyl)glycinate